BrC1=CC(=C(C=C1)[C@H]1N([C@@H](CC=2C=3C(C=CC12)=NN(C3)C3OCCCC3)C)CC(F)F)OC (6S,8R)-6-(4-bromo-2-methoxyphenyl)-7-(2,2-difluoroethyl)-8-methyl-2-(tetrahydro-2H-pyran-2-yl)-6,7,8,9-tetrahydro-2H-pyrazolo[4,3-f]isoquinoline